(1R,3R)-3-aminocyclohexanol hydrochloride Cl.N[C@H]1C[C@@H](CCC1)O